FC(CNC=1N=CC2=C(N1)NC=C2C2=CC1=C(N=C(S1)C)C=C2)(C)F N-(2,2-difluoropropyl)-5-(2-methylbenzo[d]thiazol-6-yl)-7H-pyrrolo[2,3-d]pyrimidin-2-amine